C1(\C=C/CCC)C(=O)OC1=O cis-2-hexene-1,1-dicarboxylic acid anhydride